N-(3-(5-chlorobenzo[d]oxazol-2-yl)phenyl)-2-(4-(tert-butyl)phenyl)acetamide ClC=1C=CC2=C(N=C(O2)C=2C=C(C=CC2)NC(CC2=CC=C(C=C2)C(C)(C)C)=O)C1